(6R,9S)-N-(3,4-dichlorophenyl)-6,7,8,9-tetrahydro-5H-6,9-epiminocyclohepta[c]pyridine-10-carboxamide ClC=1C=C(C=CC1Cl)NC(=O)N1[C@H]2CC3=C(C=NC=C3)[C@@H]1CC2